N[C@@H]1CN(CC1)C=1C=2CCCCC2N=C2C=CC(=CC12)C1=CC(=NC=C1)NC1CCN(CC1)S(=O)(=O)N(C)C (S)-4-((4-(9-(3-aminopyrrolidin-1-yl)-5,6,7,8-tetrahydroacridin-2-yl)pyridin-2-yl)amino)-N,N-dimethylpiperidine-1-sulfonamide